NC1(COC1)CNC=1C2=C(N=C(N1)N1CCS(C3=C(C1)C=CC=C3)(=O)=O)N=CC(=C2)C 4-(4-(((3-aminooxetan-3-yl)methyl)amino)-6-methylpyrido[2,3-d]pyrimidin-2-yl)-2,3,4,5-tetrahydrobenzo[f][1,4]thiazepine-1,1-Dioxide